3-(((3'-chloro-2'-(2-chloro-3-(5-(3-fluoropropyl)-1-methyl-4,5,6,7-tetrahydro-1H-imidazo[4,5-c]pyridine-2-carboxamido)phenyl)-6-methoxy-[2,4'-bipyridin]-5-yl)methyl)amino)butanoic acid ClC=1C(=NC=CC1C1=NC(=C(C=C1)CNC(CC(=O)O)C)OC)C1=C(C(=CC=C1)NC(=O)C=1N(C2=C(CN(CC2)CCCF)N1)C)Cl